C(C1=CC=CC=C1)OC(=O)N1CC(CC1)([NH3+])C1=CC=C(C=C1)Cl 1-((benzyloxy)carbonyl)-3-(4-chlorophenyl)pyrrolidin-3-aminium